methyl epoxystearate CCCCCCCCC1C(O1)CCCCCCCC(=O)OC